C(C)(=O)C=1C=C(NC1)C(=O)NCC1=NC=CC2=CC=CC=C12 4-acetyl-N-(isoquinolin-1-ylmethyl)-1H-pyrrole-2-carboxamide